CSC1=NC=C(C(=N1)C(=O)NCCNNC1=C(C=CC=C1Cl)Cl)Br 2-methylthio-5-bromo-N-(2-(2-(2,6-dichlorophenyl)hydrazino)ethyl)-pyrimidine-4-carboxamide